FC1=C(C(=CC=C1)C)N1N=C2C(=CC1=O)NN=C2C2=CC=C(C=C2)N2CCN(CC2)C([2H])([2H])[2H] 5-(2-Fluoro-6-methylphenyl)-3-(4-(4-(methyl-d3)piperazin-1-yl)phenyl)-1H-pyrazolo[4,3-c]pyridazin-6(5H)-on